3-Glycyloxypropylmethyldimethoxysilan NCC(=O)OCCC[Si](OC)(OC)C